C(C)(C)(C)OC(=O)N1C[C@H]2CC(C[C@@H](C1)O2)C2=CN1C(=NC(=CC1=O)OS(=O)(=O)C1=CC=C(C)C=C1)S2 |r| Rac-(1r,5s)-7-[5-oxo-7-(p-toluenesulfonyloxy)thiazolo[3,2-a]pyrimidin-2-yl]-9-oxa-3-azabicyclo[3.3.1]nonane-3-carboxylic acid tert-butyl ester